C(C)C=1C(=CC2=C(N(C(N2)=O)[C@H]2CN(CCC2)C2CCOCC2)C1)C=1C=C(C=2N(C1)N=CN2)OC (R)-6-Ethyl-5-(8-methoxy-[1,2,4]triazolo[1,5-a]pyridin-6-yl)-1-(1-(tetrahydro-2H-pyran-4-yl)piperidin-3-yl)-1,3-dihydro-2H-benzo[d]imidazol-2-on